C(N)(O[C@H]1C(N(C[C@@H](C1)F)C(=O)C1=CC2=C(C(=CO2)C)C=C1)C(C)(C)C)=O Tert-butyl-((3r,5r)-5-fluoro-1-(3-methylbenzofuran-6-carbonyl) piperidin-3-yl) carbamate